ClC1=CC=C(C=C1)C1=NNC2=NC=CC(=C21)C2=CC=C(C(=O)N)C=C2 4-[3-(4-chlorophenyl)-1H-pyrazolo[3,4-b]pyridin-4-yl]benzamide